1-(3-(difluoromethyl)-2-fluorophenyl)ethylamino-N,N,2-trimethylpyrido[2,3-d]pyrimidine-6-carboxamide FC(C=1C(=C(C=CC1)C(C)NC=1C2=C(N=C(N1)C)N=CC(=C2)C(=O)N(C)C)F)F